6-iodo-2,4-dimethyl-7,8-dihydro-4H-thiazolo[4,5-b]azepin-5(6H)-one IC1CCC2=C(N(C1=O)C)N=C(S2)C